F[C@@H]1C[C@@]2(CCCN2C1)COC1=NC(=NC(=N1)N1CCOCC(C1)C)C#N 4-(((2R,7aS)-2-fluorotetrahydro-1H-pyrrolizin-7a(5H)-yl)methoxy)-6-(6-methyl-1,4-oxazepan-4-yl)-1,3,5-triazine-2-carbonitrile